FC=1C=C(C=C(C1)F)C1CCC=2C1=NN(C2)C=2C=CC=NC2 5-(6-(3,5-Difluorophenyl)-5,6-dihydrocyclopenta[c]pyrazol-2(4H)-yl)pyridine